2-methyl-N-(cis-1-oxo-3-thietanyl)-benzamide CC1=C(C(=O)NC2CS(C2)=O)C=CC=C1